P(O)(F)OC1=C(C=C(C=C1C(C)(C)C)C(C)(C)C)CCC1=C(C(=CC(=C1)C(C)(C)C)C(C)(C)C)O ethylenebis(4,6-di-tert-butylphenol) fluorophosphite